N-((4-((5-chloropyridin-2-yl)oxy)-3-methylphenyl)carbamoyl)-3-(2-methoxyethoxy)cyclobutane-1-carboxamide ClC=1C=CC(=NC1)OC1=C(C=C(C=C1)NC(=O)NC(=O)C1CC(C1)OCCOC)C